(3-fluoro-4-((1-isopropyl-2-keto-2,3-dihydro-1H-imidazo[4,5-b]pyridin-7-yl)oxy)phenyl)-3,5-dimethyl-1-phenyl-1H-pyrazole-4-carboxamide FC=1C=C(C=CC1OC1=C2C(=NC=C1)NC(N2C(C)C)=O)NC(=O)C=2C(=NN(C2C)C2=CC=CC=C2)C